N1CCC(CC1)CC1=CC=C(N=N1)C=1C(=CC2=CC=CC=C2C1)O 3-(6-(piperidin-4-ylmethyl)pyridazin-3-yl)naphthalen-2-ol